FC(F)(F)SNCCNC(=O)C=1OOC2=C(C1)C=CC=C2 2-oxa-N-(2-((trifluoromethyl)sulfanylamino)ethyl)-2h-benzopyran-3-carboxamide